4-(1,2,4-triazol-1-ylmethyl)aniline N1(N=CN=C1)CC1=CC=C(N)C=C1